O=C1NC(CCC1NC1=CC=C(C=C1)[N-]CCCCCCCCN1CCOCC1)=O N-(4-((2,6-dioxopiperidin-3-yl)amino)phenyl)-8-morpholinooctylamide